The molecule is an octuply-charged cyclic tetrapyrrole anion arising from global deprotonation of the carboxy groups of sirohydrochlorin; major species at pH 7.3. It has a role as a Saccharomyces cerevisiae metabolite and a cofactor. It is a conjugate base of a sirohydrochlorin. C[C@@]1([C@@H](C2=NC1=CC3=NC(=CC4=C(C(=C(N4)C=C5C(=C(C(=C2)N5)CC(=O)[O-])CCC(=O)[O-])CCC(=O)[O-])CC(=O)[O-])[C@@]([C@@H]3CCC(=O)[O-])(C)CC(=O)[O-])CCC(=O)[O-])CC(=O)[O-]